C1(=CC=CC=C1)NC1=CC=C(C=C1)S(=O)(=O)N 4-(phenylamino)benzenesulfonamide